8-bromo-6-(2,6-dichloro-4-methyl-phenyl)-2-[[1-(4-piperidyl)pyrazol-4-yl]amino]pyrido[4,3-d]pyrimidin-5-one BrC1=CN(C(C2=C1N=C(N=C2)NC=2C=NN(C2)C2CCNCC2)=O)C2=C(C=C(C=C2Cl)C)Cl